2-(4-((4-((3-chloro-2-fluorophenyl)amino)-7-methoxyquinazolin-6-yl)thio)piperidin-1-yl)-N-methylacetamide ClC=1C(=C(C=CC1)NC1=NC=NC2=CC(=C(C=C12)SC1CCN(CC1)CC(=O)NC)OC)F